OC[C@H](C1=CC=CC=C1)NC1=NC(=NC=C1C=1OC(=NN1)C)NC1=CC=C2C(=N1)N(N(C2=O)COC)C(C)C (S)-6-((4-((2-hydroxy-1-phenylethyl)amino)-5-(5-methyl-1,3,4-oxadiazol-2-yl)pyrimidin-2-yl)amino)-1-isopropyl-2-(methoxymethyl)-1,2-dihydro-3H-pyrazolo[3,4-b]pyridin-3-one